NC1=CC=C(C=N1)NC=1C=CC(=C(C(=O)N[C@H](C)C2=CC=CC3=CC=CC=C23)C1)C (R)-5-((6-aminopyridin-3-yl)amino)-2-methyl-N-(1-(naphthalen-1-yl)ethyl)benzamide